2-(1-acetyl-4-piperidyl)-4-[[5-(4-hydroxy-1-piperidyl)-2-pyridyl]amino]-6H-1,6-naphthyridin-5-one C(C)(=O)N1CCC(CC1)C1=NC=2C=CNC(C2C(=C1)NC1=NC=C(C=C1)N1CCC(CC1)O)=O